(2R,4S)-1-[(2R)-2-(17-amino-3,6,9,12,15-pentaoxaheptadecan-amido)-3,3-dimethylbutanoyl]-4-hydroxy-N-{[4-(4-methyl-1,3-thiazol-5-yl)phenyl]methyl}pyrrolidine-2-carboxamide NCCOCCOCCOCCOCCOCC(=O)N[C@@H](C(=O)N1[C@H](C[C@@H](C1)O)C(=O)NCC1=CC=C(C=C1)C1=C(N=CS1)C)C(C)(C)C